tri(hexadecyl) phosphate P(=O)(OCCCCCCCCCCCCCCCC)(OCCCCCCCCCCCCCCCC)OCCCCCCCCCCCCCCCC